C1(CC1)C1=NSC(=N1)C1=NN=C2N1CCN([C@@H]2C)C(=O)C2=CC=C(C=C2)[N+](=O)[O-] (R)-(3-(3-cyclopropyl-1,2,4-thiadiazol-5-yl)-8-methyl-5,6-dihydro-[1,2,4]triazolo[4,3-a]pyrazin-7(8H)-yl)(4-nitrophenyl)methanone